ClC=1C(=NC(=NC1)NC1CCOCC1)C1=CC=C2CN(C(C2=C1)=O)CC(=O)NC1CCOCC1 2-(6-{5-chloro-2-[(oxacyclohex-4-yl)amino]pyrimidin-4-yl}-1-oxo-2,3-dihydro-1H-isoindol-2-yl)-N-(oxacyclohex-4-yl)acetamide